BrC1=NC=CC(=C1F)CC=1C(OC2=CC(=CC=C2C1C)O)=O 3-[(2-bromo-3-fluoro-4-pyridyl)methyl]-7-hydroxy-4-methyl-chromen-2-one